octylsulfonate, tetrahexylammonium salt C(CCCCC)[N+](CCCCCC)(CCCCCC)CCCCCC.C(CCCCCCC)S(=O)(=O)[O-]